O=C1NC(CCC1OC1=CC=C(C=C1)C1CCN(CC1)C(=O)OC(C)(C)C)=O tert-butyl 4-(4-((2,6-dioxopiperidin-3-yl)oxy)phenyl)piperidine-1-carboxylate